(2R)-1-[(4aR,8aS)-3,4,4a,5,6,7,8,8a-Octahydro-2H-quinolin-1-yl]-2-[cyclopropyl-[(2,4-dimethoxyphenyl)methyl]amino]-3-(2-oxaspiro[3.3]heptan-6-ylamino)propan-1-one N1(CCC[C@H]2CCCC[C@H]12)C([C@@H](CNC1CC2(COC2)C1)N(CC1=C(C=C(C=C1)OC)OC)C1CC1)=O